CN(CCC[NH-])C N-(3-dimethylaminopropyl)amide